O=C1NC(CCC1N1C(C2=CC=C3C(=C2C1)OC(CC3=O)(C)C)=O)=O 8-(2,6-dioxopiperidin-3-yl)-2,2-dimethyl-2,3,8,9-tetrahydropyrano[2,3-e]isoindole-4,7-dione